2,5,7-trihydroxy-6,8-dimethyl-3-(4'-methoxybenzyl)chroman-4-one OC1OC2=C(C(=C(C(=C2C(C1CC1=CC=C(C=C1)OC)=O)O)C)O)C